4-(3,3-bis(pyrazin-2-yl)ureido)-N-(7-(hydroxyamino)-7-oxoheptyl)benzamide N1=C(C=NC=C1)N(C(NC1=CC=C(C(=O)NCCCCCCC(=O)NO)C=C1)=O)C1=NC=CN=C1